1-isobutyl-3-(4-(2-methyl-1-phenyl-1H-benzoimidazol-5-yl)phenyl)urea C(C(C)C)NC(=O)NC1=CC=C(C=C1)C1=CC2=C(N(C(=N2)C)C2=CC=CC=C2)C=C1